CN(CCCOC1=NC=C(C=C1NS(=O)(=O)C(F)(F)F)C1=CC=2C3=C(C=NC2C=C1)N(C(C31CCC1)=O)C)C N-(2-(3-(Dimethylamino)propoxy)-5-(3'-methyl-2'-oxo-2',3'-dihydrospiro[cyclobutane-1,1'-pyrrolo[2,3-c]quinolin]-8'-yl)pyridin-3-yl)-1,1,1-trifluoromethane-sulfonamide